bromo-6-methyl-indan-4-ol BrC1CCC=2C(=CC(=CC12)C)O